6-(3-(((1R,3R,4R,5S)-4-fluoro-1-methyl-9-azabicyclo[3.3.1]nonan-3-yl)oxy)-1,2,4-triazin-6-yl)isoquinolin-7-ol F[C@H]1[C@@H](C[C@]2(CCC[C@@H]1N2)C)OC=2N=NC(=CN2)C=2C=C1C=CN=CC1=CC2O